4-trimethoxysilyl-phenylethane CO[Si](C1=CC=C(C=C1)CC)(OC)OC